benzyl-2-chloro-3-hydroxy-3-(3-trifluoromethylphenyl)propionic acid C(C1=CC=CC=C1)C(C(=O)O)(C(C1=CC(=CC=C1)C(F)(F)F)O)Cl